4-methyl-6-oxo-(4-methylphenyl)-phenyl-1,6-dihydropyridazine-3-carboxylic acid CC=1C=CC(C(C1)=O)N1N=C(C(=CC1)C1=CC=C(C=C1)C)C(=O)O